(2-(4-Fluorophenyl)-1-oxido-2H-thiochromen-3-yl)(phenyl)methanone FC1=CC=C(C=C1)C1S(C2=CC=CC=C2C=C1C(=O)C1=CC=CC=C1)=O